Cl.C(C)(=O)O[C@H]1[C@@H](O[C@@H]([C@H]([C@@H]1OC(C)=O)OC(C)=O)C(=O)OC)OC1=C(C=C(C=C1)CO)CN (2S,3R,4S,5S,6S)-2-(2-(aminomethyl)-4-(hydroxymethyl)phenoxy)-6-(methoxycarbonyl)tetrahydro-2H-pyran-3,4,5-triyl triacetate hydrochloride